FC1=C(OC2=C(C=C(C=C2)CS(=O)(=O)C)C=2CC(C(N(C2)C)=O)C([2H])([2H])[2H])C=CC(=C1)F 5-[2-(2,4-difluorophenoxy)-5-(methanesulfonylmethyl)phenyl]-3-(2H3)methyl-1-methyl-1,3-dihydro-pyridin-2-one